1-(6-methylquinolin-2-yl)cyclobutan-1-ol tert-butyl-3-(5-bromopyridin-2-yl)-3,8-diazabicyclo[3.2.1]octane-8-carboxylate C(C)(C)(C)C12CN(CC(CC1)N2C(=O)OC2(CCC2)C2=NC1=CC=C(C=C1C=C2)C)C2=NC=C(C=C2)Br